2-undecyl-succinic anhydride C(CCCCCCCCCC)C1C(=O)OC(C1)=O